trimethyl[2-(1-methylcyclopropyl)ethynyl]silane C[Si](C#CC1(CC1)C)(C)C